isopropyl (trans-4-(5-(2-(N-(tert-butyl)sulfamoyl)-4-(oxazol-2-ylamino)phenyl)thiazol-2-yl)cyclohexyl)carbamate C(C)(C)(C)NS(=O)(=O)C1=C(C=CC(=C1)NC=1OC=CN1)C1=CN=C(S1)[C@@H]1CC[C@H](CC1)NC(OC(C)C)=O